6-((2,6-dimethylpyrimidin-4-yl)amino)-N-(methyl-d3)pyridazine-3-carbonylAmine CC1=NC(=CC(=N1)NC1=CC=C(N=N1)C(=O)NC([2H])([2H])[2H])C